CC=1NC2=C(C=CC(=C2C1C)N1CCN(CC1)S(=O)(=O)C=C)C(=O)N 2,3-dimethyl-4-(4-(vinylsulfonyl)piperazin-1-yl)-1H-indole-7-carboxamide